O1C(=CC=C1)C=CC(=O)N[C@H](C(=O)O)CC1=CC=CC=C1 (2S)-2-[3-(furan-2-yl)prop-2-enoylamino]-3-phenylpropionic acid